sodium N,N-bis(2-carboxyethyl)-dodecylamine C(=O)(O)CCN(CCC(=O)O)CCCCCCCCCCCC.[Na]